7-(1-(5-(1,1,1-trifluoro-4-(methylsulfonyl)butan-2-yl)pyridin-2-yl)-(cyclopropylaminosulfonyl)1H-pyrazol-4-yl)-3H-imidazo[4,5-b]pyridine FC(C(CCS(=O)(=O)C)C=1C=CC(=NC1)N1N=C(C(=C1)C1=C2C(=NC=C1)NC=N2)S(=O)(=O)NC2CC2)(F)F